4-vinyl-2-methoxy-phenol C(=C)C1=CC(=C(C=C1)O)OC